4-(2-{decahydropyrrolo[3,4-d]azepin-6-yl}-5-(1-methyl-1H-indazol-5-yl)-1,3-thiazol-4-yl)benzonitrile C1NCC2C1CCN(CC2)C=2SC(=C(N2)C2=CC=C(C#N)C=C2)C=2C=C1C=NN(C1=CC2)C